Suberat C(CCCCCCC(=O)[O-])(=O)[O-]